NC/C(/CN1N=CN(C1=O)C1=NC(=CC=C1)C1=CC2=C(OCCO2)C=C1)=C\F 2-[(2E)-2-(aminomethyl)-3-fluoroprop-2-en-1-yl]-4-[6-(2,3-dihydro-1,4-benzodioxin-6-yl)pyridin-2-yl]-2,4-dihydro-3H-1,2,4-triazol-3-one